BrC=1C=C2CC(CC2=CC1)NC1=NC=C(C(=O)OCC)C(=C1)Cl ethyl 6-((5-bromo-2,3-dihydro-1H-inden-2-yl) amino)-4-chloronicotinate